C(C)(C)(C)OC(=O)N1CC(C1)C1CCC(CC1)C=O 3-(4-formylcyclohexyl)azetidine-1-carboxylic acid tert-butyl ester